CO[C@@]1([C@@H](O[C@@H]([C@H]1O)CO)N1C=CC=2C(N)=NC=NC12)O 7-deaza-2'-methoxyadenosine